N[C@@H]1CN(CCC1(F)F)C1=NC2=C(N1CC1=NC=C(C=N1)Cl)C=C(C=C2)C#N (R)-2-(3-amino-4,4-difluoropiperidin-1-yl)-1-((5-chloropyrimidin-2-yl)methyl)-1H-benzo[d]imidazole-6-carbonitrile